NC=1N=CC2=C(N1)N(C(S2)=O)CC2=CC=C(C=C2)C=2N(C=C(N2)C(F)(F)F)C 5-amino-3-(4-(1-methyl-4-(trifluoromethyl)-1H-imidazol-2-yl)benzyl)thiazolo[4,5-d]pyrimidin-2(3H)-one